diethyl trans-1-benzylpyrrolidine-2,5-dicarboxylate C(C1=CC=CC=C1)N1[C@H](CC[C@@H]1C(=O)OCC)C(=O)OCC